N-(6-chloro-5-cyclopropyl-4-methylpyridazin-3-yl)-1,3-benzothiazol-2-amine ClC1=C(C(=C(N=N1)NC=1SC2=C(N1)C=CC=C2)C)C2CC2